N-(1-(2-fluorophenyl)-2,4-dimethylpent-4-en-2-yl)-1H-pyrrolo[3,2-b]pyridine-6-carboxamide FC1=C(C=CC=C1)CC(CC(=C)C)(C)NC(=O)C=1C=C2C(=NC1)C=CN2